5,6,8-trimethylimidazo-[1,2-a]-pyrazin-2-amine CC1=C(N=C(C=2N1C=C(N2)N)C)C